5-(3,5-difluorophenyl)-5,5a,6,6a-tetrahydrocyclopropa[3,4]pyrrolo[2,1-c][1,2,4]triazol-3(2H)-one FC=1C=C(C=C(C1)F)C1C2C(C3=NNC(N31)=O)C2